N-((S)-1-amino-3-hydroxy-2-methyl-1-oxopropan-2-yl)-5-(fluoro(phenyl)methyl)-2-methylbenzofuran-3-carboxamide NC([C@@](CO)(C)NC(=O)C1=C(OC2=C1C=C(C=C2)C(C2=CC=CC=C2)F)C)=O